FC(S(=O)(=O)N)(F)F.FC(S(=O)(=O)N)(F)F.C(CC)N1CN(C=C1)C 1-propyl-3-methylimidazole bistrifluoromethanesulfonamide salt